NCCNCCCNCCN bis(2-aminoethyl)-1,3-propylenediamine